FC([Si](C(F)(F)F)(OC(F)(F)F)C(C(C(C(C(C(C(C(C(C(F)(F)F)(F)F)(F)F)(F)F)(F)F)(F)F)(F)F)(F)F)(F)F)(F)F)(F)F perfluorodecyl-methoxydimethylsilane